2-(4-methoxycyclohexyl)-N-methyl-2'-oxo-2',3'-dihydro-1'H-[1,5'-bi-benzo[d]imidazole]-5-carboxamide COC1CCC(CC1)C1=NC2=C(N1C1=CC3=C(NC(N3)=O)C=C1)C=CC(=C2)C(=O)NC